C(C=C)C1(CC1)C(=O)OC1CC(CCC1C(C)C)C Menthyl 1-allylcyclopropanecarboxylate